6-(2,6-dichlorophenyl)-5-ethynyl-2-((3-(hydroxymethyl)phenyl)amino)-8-methylpyrido[2,3-d]pyrimidin-7(8H)-one ClC1=C(C(=CC=C1)Cl)C1=C(C2=C(N=C(N=C2)NC2=CC(=CC=C2)CO)N(C1=O)C)C#C